C(#N)C1(CC1)C=1C=C(C(=NC1)C(=O)NC1=CC2=C(OC(O2)(F)F)C=C1NC)SCC 5-(1-cyanocyclopropyl)-N-[2,2-difluoro-6-(methylamino)-1,3-benzodioxol-5-yl]-3-ethylsulfanyl-pyridine-2-carboxamide